7-ethyl-5-((5-methyl-4-(pentan-3-ylamino)pyrimidin-2-yl)amino)benzo[c][1,2]oxaborol-1(3H)-ol C(C)C1=CC(=CC2=C1B(OC2)O)NC2=NC=C(C(=N2)NC(CC)CC)C